(6S)-6-methyl-5-[2',3',4'-trifluoro-2-(trifluoromethyl)[1,1'-biphenyl]-4-yl]-3,6-dihydro-2H-1,3,4-oxadiazin-2-one C[C@H]1C(=NNC(O1)=O)C1=CC(=C(C=C1)C1=C(C(=C(C=C1)F)F)F)C(F)(F)F